2-fluorothieno[2,3-b]pyridine 7-oxide FC1=CC=2C(=[N+](C=CC2)[O-])S1